3-Methyl-2-(4-propylphenethyl)-6-((tetrahydro-2H-pyran-2-yl)methoxy)pyridin-4-ol CC=1C(=NC(=CC1O)OCC1OCCCC1)CCC1=CC=C(C=C1)CCC